2-[5-fluoro-2-(4-fluoro-2,3-dimethoxy-phenoxy)-4-(trifluoromethyl)phenyl]-3-methoxy-4-oxo-1H-1,6-naphthyridine-5-carboxamide FC=1C(=CC(=C(C1)C=1NC=2C=CN=C(C2C(C1OC)=O)C(=O)N)OC1=C(C(=C(C=C1)F)OC)OC)C(F)(F)F